1,3-dibromodiazabenzene BrC1=NC(=NC=C1)Br